6-Fluoro-7-(1-methyl-1H-pyrazol-5-yl)-3,4-dihydrospiro[benzo[b][1,4]oxazine-2,1'-Cyclopropane]-8-nitrile FC1=CC2=C(OC3(CC3)CN2)C(=C1C1=CC=NN1C)C#N